9-(1-((2-carbamoyl-4-chlorophenyl)amino)ethyl-1-d)-7-methyl-N,N,4-tris(methyl-d3)-5-oxo-4,5-dihydroimidazo[1,5-a]quinazoline-3-carboxamide C(N)(=O)C1=C(C=CC(=C1)Cl)NC(C)([2H])C=1C=C(C=C2C(N(C=3N(C12)C=NC3C(=O)N(C([2H])([2H])[2H])C([2H])([2H])[2H])C([2H])([2H])[2H])=O)C